5-(1-((1-(4-(4-chloro-1-(4-hydroxyphenyl)-2-phenylbut-1-en-1-yl)phenyl)piperidin-4-yl)methyl)piperidin-4-yl)-2-(2,6-dioxopiperidin-3-yl)isoindoline-1,3-dione ClCCC(=C(C1=CC=C(C=C1)O)C1=CC=C(C=C1)N1CCC(CC1)CN1CCC(CC1)C=1C=C2C(N(C(C2=CC1)=O)C1C(NC(CC1)=O)=O)=O)C1=CC=CC=C1